O1C2=C(NCC1)C=C(C=C2)S(=O)(=O)N2CCC1(CC(CO1)NC[C@@H](COC=1C=C(C=CC1)S(=O)(=O)NC)O)CC2 3-((2S)-3-(8-(3,4-dihydro-2H-benzo[b][1,4]oxazin-6-ylsulfonyl)-1-oxa-8-azaspiro[4.5]decan-3-ylamino)-2-hydroxypropoxy)-N-methylbenzenesulfonamide